COC=1C=C2C(=CC(=NC2=CC1)C)S 6-methoxy-2-methylquinoline-4-thiol